C(C)(C)C1=CC(=NC=C1)O[C@@H]1[C@@H](CN(CC1)C1=CC(N(C=2C=CC(=NC12)C#N)C)=O)C 8-((3R,4S)-4-((4-Isopropylpyridin-2-yl)oxy)-3-methylpiperidin-1-yl)-5-methyl-6-oxo-5,6-dihydro-1,5-naphthyridin-2-carbonitril